NC1=C(C=NN1C1=CC=C(C=C1)NC(C)=O)C(=O)N1C[C@@]2(CCC1)C1=C(NC(O2)=O)C=CC(=C1F)Cl (R)-N-(4-(5-Amino-4-(6-chloro-5-fluoro-2-oxo-1,2-dihydrospiro[benzo[d][1,3]oxazine-4,3'-piperidine]-1'-carbonyl)-1H-pyrazol-1-yl)phenyl)acetamide